3-amino-4-(6,7-difluoro-1H-indazol-4-yl)-9-fluoro-6-methoxy-1H-1,7-phenanthrolin-2-one NC=1C(NC2=C3C=C(C=NC3=C(C=C2C1C1=C2C=NNC2=C(C(=C1)F)F)OC)F)=O